aluminum phosphate tetrahydrate O.O.O.O.P(=O)([O-])([O-])[O-].[Al+3]